CC1=C(CSC2=NN=C3N2C(=C(C(N3)=O)C)C)C=C(C=C1)C 3-[(2,5-dimethylbenzyl)sulfanyl]-5,6-dimethyl-[1,2,4]triazolo[4,3-a]pyrimidin-7(8H)-one